mono(ethylacetoacetate) titanium Titanium [Ti+4].[Ti+4].C(C)CC(CC(=O)[O-])=O